2-((R)-1-(5-cyano-6-((S)-2-methylazetidin-1-yl)-4-(trifluoromethyl)pyridin-2-yl)pyrrolidin-3-yl)acetic acid C(#N)C=1C(=CC(=NC1N1[C@H](CC1)C)N1C[C@H](CC1)CC(=O)O)C(F)(F)F